5-[4-chloro-2-(trifluoromethyl)phenyl]-1-cyclopentyl-1H-pyrazol ClC1=CC(=C(C=C1)C1=CC=NN1C1CCCC1)C(F)(F)F